C1(CC1)C(=NS(=O)C1=CC=C(C=C1)C)[2H] N-(cyclopropylmethylene-d)-4-methylbenzenesulfinamide